[Si](C)(C)(C(C)(C)C)OCC1=CC(=NC=C1)S(=O)(=O)N1C[C@H](C[C@H](C1)C1=CC=CC=C1)C(=O)N1CCOCC1 cis-(1-((4-(((tert-butyldimethylsilyl)oxy)methyl)pyridin-2-yl)sulfonyl)-5-phenylpiperidin-3-yl)(morpholino)methanone